4-nitrophenyl (2,2,3,3,4,4,5,5,6,6,6-undecafluorohexyl) carbonate C(OC1=CC=C(C=C1)[N+](=O)[O-])(OCC(C(C(C(C(F)(F)F)(F)F)(F)F)(F)F)(F)F)=O